C1(CC1)N(C1=NC2=CC=C(C=C2C(=C1)C1=CC=CC=C1)CCCCCC)C1=NN=NN1 N-cyclopropyl-6-hexyl-4-phenyl-N-(1H-1,2,3,4-tetrazol-5-yl)quinolin-2-amine